cyclopropyl(3-fluoro-5-methoxy-4-(((6-(piperidin-4-yl)pyridin-2-yl)oxy)methyl)phenyl) ketone C1(CC1)C(=O)C1=CC(=C(C(=C1)OC)COC1=NC(=CC=C1)C1CCNCC1)F